1,2,2,2-tetrafluoro-1-ethoxyethane FC(C(F)(F)F)OCC